BrC=1C(=CC=2N(C1)N=CN2)CO (6-bromo-[1,2,4]triazolo[1,5-a]pyridin-7-yl)methanol